C1=CC=CC=2C3=CC=CC=C3N(C12)CCCCC[N+](C)(C)C 5-(9H-carbazol-9-yl)-N,N,N-trimethylpentan-1-aminium